C(C)N1N=CC=C1C(=O)N[C@H](C(=O)NC1=NC(=C(C=C1)C=1C(=NNC1CC)C)F)C1CCC(CC1)C 2-ethyl-N-[(1S)-2-[[5-(5-ethyl-3-methyl-1H-pyrazol-4-yl)-6-fluoro-2-pyridinyl]amino]-1-(4-methylcyclohexyl)-2-oxo-ethyl]pyrazole-3-carboxamide